FC1=C(C=CC(=C1)F)C(CO)CN1N=CN=C1 2-(2,4-difluorophenyl)-3-(1H-1,2,4-triazol-1-yl)propanol